[F-].C[NH+]1C(=CC=C1)CC 1-methyl-2-ethylpyrrolium fluoride